2-amino-4,6-bis(trifluoromethyl)benzamide NC1=C(C(=O)N)C(=CC(=C1)C(F)(F)F)C(F)(F)F